CC1=CC(OC1=O)OCC1C(NC2=CC=CC=C12)=O 3-(((4-methyl-5-oxo-2,5-dihydrofuran-2-yl)oxy)methyl)indolin-2-one